C(CCSSCCC(=O)O)(=O)O.ON1C(CCC1=O)=O.ON1C(CCC1=O)=O di(N-hydroxysuccinimide) 3,3'-dithiodipropionate